heptadecan-9-yl 4-(benzylamino)butanoate C(C1=CC=CC=C1)NCCCC(=O)OC(CCCCCCCC)CCCCCCCC